6-oxaspiro[2.5]octane-1-carboxylic acid C1(CC12CCOCC2)C(=O)O